C(N)(=O)C1=C(C=CC(=C1)F)NC(C)([2H])C=1C=C(C=C2C(N(C=3N(C12)C=NC3C(=O)N(C([2H])([2H])[2H])C([2H])([2H])[2H])C)=O)Cl 9-(1-((2-Carbamoyl-4-fluorophenyl)amino)ethyl-1-d)-7-chloro-4-methyl-N,N-bis(methyl-d3)-5-oxo-4,5-dihydroimidazo[1,5-a]quinazoline-3-carboxamide